N-(4-cyanobenzyl)-1-methyl-2-oxo-8-((1-((2,2,5-trimethyl-1,3-dioxan-5-yl)sulfonyl)cyclopropyl)methoxy)-1,2-dihydro-1,5-naphthyridine-3-carboxamide C(#N)C1=CC=C(CNC(=O)C=2C(N(C3=C(C=CN=C3C2)OCC2(CC2)S(=O)(=O)C2(COC(OC2)(C)C)C)C)=O)C=C1